(5-formylfuran-2-yl)boric acid C(=O)C1=CC=C(O1)OB(O)O